OC(C)(C)[C@H]1C[C@H](N(CC1)C(=O)OC(C)(C)C)C1=CC=CC=C1 |r| tert-butyl rac-(2S,4R)-4-(2-hydroxypropan-2-yl)-2-phenylpiperidine-1-carboxylate